FC1(OC2=C(O1)C=CC=C2CNN(C(=O)C2CC2)C)F N'-((2,2-difluorobenzo[d][1,3]dioxol-4-yl)methyl)-N-methylcyclopropanecarbohydrazide